N1=CN=C(C=C1)N1CCN(CC1)CN1C=NC2=C1C=C(C=C2)C(F)(F)F ((4-(pyrimidin-4-yl)piperazin-1-yl)methyl)-6-(trifluoromethyl)-1H-benzo[d]imidazole